C(C=C)N1CCC(CC1)C1=CC=C(C=C1)C#CC1=CC=C(C=C1)C1=CC(=NO1)CN1C(=NC=C1)[C@H](C)O (S)-1-(1-((5-(4-((4-(1-allylpiperidin-4-yl)phenyl)ethynyl)phenyl)isoxazol-3-yl)methyl)-1H-imidazol-2-yl)ethan-1-ol